ClC1=CC=C(C=C1)C1=NOC(=N1)C1CCN(CC1)C(=O)C1CC2(C1)NC(OC2)=O (2s,4s)-2-(4-(3-(4-chlorophenyl)-1,2,4-oxadiazol-5-yl)piperidine-1-carbonyl)-7-oxa-5-azaspiro[3.4]Octane-6-one